ClC=1C=C(C=CC1)C(C(OC(=O)N[C@H](C(=O)N[C@H](C(=O)OC)C[C@H]1C(NCC1)=O)CC1=CC(=C(C=C1)Cl)Cl)C1=CC=CC=C1)(C)C methyl (2S)-2-((2S)-2-(((2-(3-chlorophenyl)-2-methyl-1-phenylpropoxy)carbonyl)amino)-3-(3,4-dichlorophenyl) propanamido)-3-((S)-2-oxopyrrolidin-3-yl)propanoate